N1N=CN=C1[C@@H]1CN(CC1)C(=O)N1CC2(C1)CC(C2)CC=2N=NC(=CC2)C(F)(F)F [(3S)-3-(1H-1,2,4-Triazol-5-yl)pyrrolidin-1-yl]-[6-[[6-(trifluoromethyl)pyridazin-3-yl]methyl]-2-azaspiro[3.3]heptan-2-yl]methanone